ClC1(C)C(C=C(C=C1)[N+](=O)[O-])[N+](=O)[O-] 1-chloro-2,4-dinitrotoluene